Cl.C1CC12CCNCC2 6-aza-spiro[2.5]octane hydrochloride